C1=C(C=CC=2SC3=CC=CC=C3C3(C12)C1=CC=CC=C1C=1C=CC=CC13)B(O)O spiro[fluorene-9,9'-thioxanthene]-2'-yl-boronic acid